(Z)-2-Methyl-2-(3-((1-(2-oxo-5-(o-tolyl)-1H-pyrrolo[2,3-c]pyridin-3(2H)-ylidene)ethyl)amino)-1H-pyrazol-1-yl)propanenitrile CC(C#N)(C)N1N=C(C=C1)N\C(\C)=C\1/C(NC2=CN=C(C=C21)C2=C(C=CC=C2)C)=O